1-(2-methoxyethyl)-3-(4-(2-methyl-1-phenyl-1H-benzoimidazol-5-yl)phenyl)urea COCCNC(=O)NC1=CC=C(C=C1)C1=CC2=C(N(C(=N2)C)C2=CC=CC=C2)C=C1